CC1=NC=C(C=C1[C@@H]1N(CCC1)C)C |o1:7| (R) or (S)-2,5-dimethyl-3-(1-methylpyrrolidin-2-yl)pyridine